tert-butyl 6-(difluoromethyl)-5-fluoro-8-(4,4,5,5-tetramethyl-1,3,2-dioxaborolan-2-yl)-3,4-dihydroisoquinoline-2(1H)-carboxylate FC(C=1C(=C2CCN(CC2=C(C1)B1OC(C(O1)(C)C)(C)C)C(=O)OC(C)(C)C)F)F